BrC1=CC=C(C(=N1)F)C1CC1 6-bromo-3-cyclopropyl-2-fluoropyridine